OC(CC=1NC(C2=C(N1)C(=NC(=C2)C2=NC=C(C=C2)C(F)(F)F)N2C=NC=C2)=O)(C)C (2-hydroxy-2-methylpropyl)-8-(1H-imidazol-1-yl)-6-(5-(trifluoromethyl)pyridin-2-yl)pyrido[3,4-d]pyrimidin-4(3H)-one